FC1=C(C=C(C(=C1)F)F)CC(=O)O 2,4,5-trisFluorophenylacetic acid